C(#N)[C@H](C[C@H]1C(NC(C1)=O)=O)NC(=O)[C@@H]1[C@H]2C([C@H]2CN1C([C@@H](NC(C(F)(F)F)=O)C(C)(C)C)=O)(C)C (1R,2S,5S)-N-{(1S)-1-cyano-2-[(3R)-2,5-dioxopyrrolidin-3-yl]Ethyl}-6,6-dimethyl-3-[3-methyl-N-(trifluoroacetyl)-L-valyl]-3-azabicyclo[3.1.0]Hexane-2-carboxamide